isopropyl-6-methyl-2-(pyridin-3-yl)-7H-pyrrolo[2,3-d]pyrimidin-4-amine C(C)(C)C1=C(NC=2N=C(N=C(C21)N)C=2C=NC=CC2)C